N-{1-Cycloheptylidene-2-oxo-2-[(2-oxospiro[1H-indole-3,4'-oxane]-6-yl)amino]ethyl}-2-methylpyrazole-3-carboxamide C1(CCCCCC1)=C(C(NC1=CC=C2C(=C1)NC(C21CCOCC1)=O)=O)NC(=O)C=1N(N=CC1)C